C(#N)C=1C=C(C=CC1)C=1N=C(SC1C1=CC(=NC(=C1)C)C)NC(=O)N1[C@H](CN[C@H](C1)C)C (2S,5S)-N-[4-(3-Cyanophenyl)-5-(2,6-dimethyl-4-pyridyl)thiazol-2-yl]-2,5-dimethyl-piperazine-1-carboxamide